ClC1=C(C=CC=C1)C1=CC=2NC(N(C(C2S1)=O)C=1C=NC=C2C=CC(=NC12)OC)=O 6-(2-chlorophenyl)-3-(2-methoxy-1,6-naphthyridin-8-yl)thieno[3,2-d]pyrimidine-2,4(1H,3H)-dione